C1(CC1)C1=NC(=NC=C1)NCC1=C(C=NN1C)C1=NC=C(C(=N1)C)O[C@@H]1C[C@H](CCC1)C(=O)O (1S,3S)-3-((2-(5-(((4-cyclopropyl-pyrimidin-2-yl)amino)methyl)-1-methyl-1H-pyrazol-4-yl)-4-methyl-pyrimidin-5-yl)oxy)cyclohexane-1-carboxylic acid